2,2-Difluoro-N-{4-[6-(1-hydroxypropyl)-4-methylpyridin-3-yl]-[1,2,4]triazolo[1,5-a]1,6-naphthyridin-8-yl}cyclopropane-1-carboxamide FC1(C(C1)C(=O)NC1=NC=C2C=C(C=3N(C2=C1)N=CN3)C=3C=NC(=CC3C)C(CC)O)F